ethyl 4-cyclopropyl-2,4-dioxobutanoate C1(CC1)C(CC(C(=O)OCC)=O)=O